C(#N)C=1C=C(C=NC1)S(=O)(=O)NC(C(F)(F)F)C1=CC(=CC=C1)F 5-cyano-N-(2,2,2-trifluoro-1-(3-fluorophenyl)ethyl)pyridine-3-sulfonamide